ClC=1C(=NC=CC1OC1=NN(C2=NC(=CN=C21)N2CCC(CC2)(C)CNC(OC(C)(C)C)=O)CC2=CC=C(C=C2)OC)C tert-butyl ((1-(3-((3-chloro-2-methylpyridin-4-yl)oxy)-1-(4-methoxybenzyl)-1H-pyrazolo[3,4-b]pyrazin-6-yl)-4-methylpiperidin-4-yl)methyl)carbamate